[rac-(5S,7S)-7-fluoro-5-phenyl-6,7-dihydro-5H-pyrrolo[1,2-b][1,2,4]triazol-2-yl]-[rac-(2R)-pyrrolidin-2-yl]methanone F[C@H]1C[C@H](N2N=C(N=C21)C(=O)[C@@H]2NCCC2)C2=CC=CC=C2 |r|